1-isobutyl-N-(6-(1-methyl-1H-imidazol-5-yl)isoquinolin-3-yl)piperidine-4-carboxamide C(C(C)C)N1CCC(CC1)C(=O)NC=1N=CC2=CC=C(C=C2C1)C1=CN=CN1C